C(#N)C1=NC(=C2C=C(N=CC2=C1)N[C@@H]1C[C@@H](CCC1)NC([O-])=O)NC(C)C ((1R,3S)-3-((7-cyano-5-(isopropylamino)-2,6-naphthyridin-3-yl)amino)cyclohexyl)carbamate